FC=1C=C2C=CNC2=C(C1)C=1C(N(CC(C1)C)C)CO (3-(5-fluoro-1H-indol-7-yl)-1,5-dimethyl-1,2,5,6-tetrahydropyridin-2-yl)methanol